C1(=CC=CC=C1)S(=O)(=O)OC1=C(C=CC=C1)NC(=O)NC1=C(C=CC=C1)OS(=O)(=O)C1=CC2=CC=CC=C2C=C1 N-[2-(phenylsulfonyloxy)phenyl]-N'-[2-(2-naphthalenesulfonyloxy)phenyl]urea